C(C)(C)(C)PC(C)(C)C dit-butylphosphine